FC1=C(CN(CCO)CCCC(C)NC2=CC=NC3=CC(=CC=C23)Cl)C(=CC=C1)Cl 2-((2-Fluoro-6-chlorobenzyl)(4-((7-chloroquinolin-4-yl)amino)pentyl)amino)ethan-1-ol